2-(2-hydroxy-5-methoxyphenyl)-4(s)-methylimidazole OC1=C(C=C(C=C1)OC)C=1NC=C(N1)C